C(C)N1N=C(C=C1C1=CC=C(C=C1)NC(C1=C(C=CC=C1)F)=O)C=1SC=CN1 N-(4-(1-ethyl-3-(thiazol-2-yl)-1H-pyrazol-5-yl)phenyl)-2-fluorobenzamide